C(C1=CC=CC=C1)N1C=CC2=C(C=CC=C12)CNCCOCCOCCOCCNC(OC(C)(C)C)=O tert-butyl (1-(1-benzyl-1H-indol-4-yl)-5,8,11-trioxa-2-azatridecan-13-yl)carbamate